BrCCOC1=CC(=C2C(N(C(C2=C1)=O)C1CC(C1)(C)O)(C)C)C(F)(F)F 6-(2-bromoethoxy)-3,3-dimethyl-2-[(cis)-3-hydroxy-3-methylcyclobutyl]-4-(trifluoromethyl)isoindol-1-one